ClC1=C(C=CC=C1)C1=NC2=C(CN(CC2)C2CC3=C(C=CC=C3CC2)N2C=NC(=C2)C)N1 2-(2-chlorophenyl)-5-(8-(4-methyl-1H-imidazol-1-yl)-1,2,3,4-tetrahydronaphthalen-2-yl)-4,5,6,7-tetrahydro-3H-imidazo[4,5-c]pyridine